di-(2-butoxyethyl)-adipic acid C(CCC)OCCC(C(=O)O)(CCCC(=O)O)CCOCCCC